N-(2-chlorobenzyl)-4-(1H-pyrrolo[3,2-c]pyridin-4-yl)benzamide ClC1=C(CNC(C2=CC=C(C=C2)C2=NC=CC3=C2C=CN3)=O)C=CC=C1